(2r,4r)-4-((2s,3s)-2-amino-3-methylpentanamido)-2-(4-dihydroxyboryl-butyl)pyrrolidine-2-carboxylic acid N[C@H](C(=O)N[C@@H]1C[C@@](NC1)(C(=O)O)CCCCB(O)O)[C@H](CC)C